(R)-3-((tert-butoxycarbonyl-carbonyl)amino)-3-(3-fluoro-4-methoxyphenyl)propionic acid ethyl ester C(C)OC(C[C@H](C1=CC(=C(C=C1)OC)F)NC(=O)C(=O)OC(C)(C)C)=O